S(N)(=O)(=O)C1=CC=C(C=C1)NS(=O)(=O)NC(C(C)C)=O N-(4-sulfamoylphenylsulfamoyl)dimethylacetamide